BrC1=CC=C(C(=N1)NC(=O)[C@H]1N([C@@H]2C[C@@H]2C1)C(=O)OC(C)(C)C)C tert-butyl (1R,3S,5R)-3-((6-bromo-3-methylpyridin-2-yl) carbamoyl)-2-azabicyclo[3.1.0]hexane-2-carboxylate